5-ethyl-N-methyl-6,7-dihydro-4H-benzothiophen-5-amine hydrochloride Cl.C(C)C1(CCC2=C(C=CS2)C1)NC